NC=1C=2N(C=CN1)C(=CC2C2=CC=C(C=C2)N)C2CCN(CC2)C(C(C)C)=O (4-(1-amino-8-(4-aminophenyl)pyrrolo[1,2-a]pyrazin-6-yl)piperidin-1-yl)-2-methylpropan-1-one